N[C@H](CC=1C=C2C(=NC(=NN2C1C#CC)Cl)NCC=1SC=CC1)COC([2H])([2H])[2H] (R)-6-(2-amino-3-(methoxy-d3)propyl)-2-chloro-7-(prop-1-yn-1-yl)-N-(thiophen-2-ylmethyl)pyrrolo[2,1-f][1,2,4]triazin-4-amine